C(C1CCC(CC1)N=C=O)C1C(CCCC1)N=C=O 2,4'-methylenedicyclohexyl diisocyanate